ClC1(C(C1C1=CC(=CC(=C1)Cl)Cl)C(=O)NC1=CC(=C(C=C1)Cl)CNC(=O)C1CC1)Cl 2,2-dichloro-N-[4-chloro-3-[(cyclopropanecarbonylamino)methyl]phenyl]-3-(3,5-dichlorophenyl)cyclopropane-1-carboxamide